P(=O)(O)(O)OC[C@@H]1[C@H](C[C@@H](O1)N1C(=O)NC(=O)C(C)=C1)O thymidine 5'-phosphate